1-(3,5,6-trimethyl-3-cyclohexen-1-yl)-1-ethanone CC=1CC(C(C(C1)C)C)C(C)=O